CNCCOCCOCCOCCOCCOCCOCCOCCOCCOCCO[Si](C(C)(C)C)(C)C N,2,2,3,3-Pentamethyl-4,7,10,13,16,19,22,25,28,31-decaoxa-3-silatritriacontane-33-amine